bromostatine BrN[C@@H](CC(C)C)[C@@H](O)CC(O)=O